NCCC(C)(C)NC(OC(C)(C)C)=O tert-butyl (4-amino-2-methylbutan-2-yl)carbamate